CN([C@H]([C@H](C)NC1=NN(C(C2=CC=CC=C12)=O)C)C1=CC=C(C(=O)OC)C=C1)C Methyl 4-((1S,2S)-1-(dimethylamino)-2-((3-methyl-4-oxo-3,4-dihydrophthalazin-1-yl)amino)propyl)benzoate